COC1=CC(=NN1C1=CC=C(C=N1)C(=O)O)C(F)(F)F 6-[5-methoxy-3-(trifluoromethyl)pyrazol-1-yl]pyridine-3-carboxylic acid